[Si](C)(C)(C(C)(C)C)C(C#CCC)=O 1-(tert-butyldimethylsilyl)-2-pentyn-1-one